C2-acetamido-5-[3-(2-fluorophenoxy)propyl]-1,3-thiazole-4-carboxylic acid ethyl ester C(C)OC(=O)C=1N=C(SC1CCCOC1=C(C=CC=C1)F)NC(C)=O